CC1=C(C=C(C=C1)N)NC1=NC=CC(=N1)C=1C=NC=CC1 N-(2-methyl-5-aminophenyl)-4-(3-pyridyl)pyrimidine-2-amine